C(C)(C)(C)OC(=O)N1CC(C1)N1C[C@@H]2[C@H](C1)CC(C2)N2CCC(CC2)N2N=C(C=1C2=NC=NC1N)C1=CC=C(C=C1)OC1=CC=CC=C1 3-((3AR,6aS)-5-(4-(4-amino-3-(4-phenoxyphenyl)-1H-pyrazolo[3,4-d]pyrimidin-1-yl)piperidin-1-yl)hexahydrocyclopenta[c]pyrrol-2(1H)-yl)azetidine-1-carboxylic acid tert-butyl ester